C(C)(C)(C)OC(=O)N1CCC(CC1)[C@@H](COS(=O)(=O)C1=CC=C(C)C=C1)C (S)-4-(1-(tosyloxy)propan-2-yl)piperidine-1-carboxylic acid tert-butyl ester